N-(1-hydroxy-2-methylpropan-2-yl)-2-({2-[1-(3-hydroxypropyl)-1H-imidazol-4-yl]-5H,6H,7H-cyclopenta[d]pyrimidin-4-yl}(methyl)amino)acetamide OCC(C)(C)NC(CN(C)C=1C2=C(N=C(N1)C=1N=CN(C1)CCCO)CCC2)=O